FC1=C2NC(C(NC2=C(C=C1F)C(F)(F)F)=S)(C)C 5,6-difluoro-3,3-dimethyl-8-(trifluoromethyl)-3,4-dihydroquinoxaline-2(1H)-thione